ClC1=CC=C(C=C1)S(=O)(=O)N=C=O 4-Chlorobenzenesulfonylisocyanat